C(C)(C)(C)C=1C=C(C=C(C1O)C(C)(C)C)CCC(=O)OCCCCCCCCCCCCCCCCCC octadecyl β-(3,5-di-tert-butyl-4-hydroxyphenyl)propionate